(3R)-3-{[2-(pyridazin-3-yl)[1,2,4]triazolo[1,5-c]quinazolin-5-yl]amino}azepan-2-one N1=NC(=CC=C1)C1=NN2C(=NC=3C=CC=CC3C2=N1)N[C@H]1C(NCCCC1)=O